(1R,4s)-4-(2-((1S,3S)-3-hydroxycyclohexylamino)-8-(2,4,6-trifluorophenylamino)-9H-purin-9-yl)-1-methylcyclohexanecarboxamide O[C@@H]1C[C@H](CCC1)NC1=NC=C2N=C(N(C2=N1)C1CCC(CC1)(C(=O)N)C)NC1=C(C=C(C=C1F)F)F